2-[6-amino-5-[4-(2-aminoethyl)piperazin-1-yl]pyridazin-3-yl]phenol NC1=C(C=C(N=N1)C1=C(C=CC=C1)O)N1CCN(CC1)CCN